veratroyl-amine C(C1=CC(OC)=C(OC)C=C1)(=O)N